O=C1NC(CCC1C1=CC=C(C=C1)[N-]CCCCCCCCN1CCOCC1)=O N-(4-(2,6-dioxopiperidin-3-yl)phenyl)-8-morpholinooctylamide